ClC1=C(C=C(C=C1)N1N=CC(=C1)[C@@H](C(=O)NC1=NNC(=C1)C1CC1)C)C (S)-2-(1-(4-chloro-3-methylphenyl)-1H-pyrazol-4-yl)-N-(5-cyclopropyl-1H-pyrazol-3-yl)propanamide